perhydroanthracene C1CCCC2CC3CCCCC3CC12